ClC1=CC2=C(NC(O2)=S)C=C1C(F)(F)F 6-Chloro-5-(trifluoromethyl)-1,3-benzoxazole-2(3H)-thione